5-methyl-2'-deoxycytidine 5'-monophosphate P(=O)(O)(O)OC[C@@H]1[C@H](C[C@@H](O1)N1C(=O)N=C(N)C(=C1)C)O